(S)-(1-(difluoromethyl)-1H-pyrazol-5-yl)(4-(7-fluorobenzo[d]oxazol-2-yl)-6,7-dihydro-1H-imidazo[4,5-c]pyridin-5(4H)-yl)methanone FC(N1N=CC=C1C(=O)N1[C@@H](C2=C(CC1)NC=N2)C=2OC1=C(N2)C=CC=C1F)F